propanamide trihydrochloride Cl.Cl.Cl.C(CC)(=O)N